C(C)(C)(C)OC(=O)N1C[C@H](CCC1)C=O (S)-3-formylpiperidine-1-carboxylic acid tert-butyl ester